2-(2,4-dichloro-6,7-dihydropyrido[2,3-d]Pyrimidin-8(5H)-yl)-3-methylbutyric acid methyl ester COC(C(C(C)C)N1CCCC2=C1N=C(N=C2Cl)Cl)=O